FC1=CC=C(C=C1)[C@@H]1N(CCC2=CC=CC=C12)C(=O)[C@@H]1CC[C@@H](O1)CN (((2R,5S)-5-((S)-1-(4-fluorophenyl)-1,2,3,4-tetrahydroisoquinoline-2-carbonyl)tetrahydrofuran-2-yl)methyl)amine